trans-4-(3-(but-2-ynamido)cyclohexyl)-3-cyano-5,6-difluoro-2-methyl-1H-indole-7-carboxamide C(C#CC)(=O)N[C@@H]1C[C@H](CCC1)C1=C2C(=C(NC2=C(C(=C1F)F)C(=O)N)C)C#N